BrC=1N=CN(C1)C1=CC=C(C=C1)N1C[C@@H](CC1)N(C([2H])([2H])[2H])C([2H])([2H])[2H] (R)-1-(4-(4-Bromo-1H-imidazol-1-yl)phenyl)-N,N-bis(methyl-d3)pyrrolidin-3-amine